(S)-2-((S)-8-methylisochroman-1-yl)pyrrolidine CC=1C=CC=C2CCO[C@@H](C12)[C@H]1NCCC1